Cl.CN1N=C2C(=CC(=CC2=C1)C=1C=C2N=CC(=NC2=CC1)C1CCNCC1)C(F)(F)F 6-(2-methyl-7-(trifluoromethyl)-2H-indazol-5-yl)-2-(piperidin-4-yl)quinoxaline hydrochloride